6-chloro-N-{3-[2-(4-chloro-3-fluorophenoxy)acetamido]bicyclo[1.1.1]pentan-1-yl}-4-[(methanesulfonyl)amino]-3,4-dihydro-2H-1-benzopyran-2-carboxamide ClC=1C=CC2=C(C(CC(O2)C(=O)NC23CC(C2)(C3)NC(COC3=CC(=C(C=C3)Cl)F)=O)NS(=O)(=O)C)C1